(2S)-1-[4-[(5-Cyclopropyl-1H-pyrazol-3-yl)amino]pyrrolo[2,1-f][1,2,4]triazin-2-yl]-N-(6-fluoro-3-pyridinyl)-2-methyl-2-pyrrolidinecarboxamide C1(CC1)C1=CC(=NN1)NC1=NC(=NN2C1=CC=C2)N2[C@@](CCC2)(C(=O)NC=2C=NC(=CC2)F)C